C(C)(C)(C)OC(NC(C=O)C(C)C)=O 3-methyl-1-oxobutan-2-yl-carbamic acid tert-butyl ester